[N+](=O)([O-])C=1C=C2C=C(NC2=CC1)CNCCO (S)-2-(((5-nitroindol-2-yl)methyl)amino)ethan-1-ol